C(C(C)C)(=O)OC1=CC(=CC(=C1)C=NC1=CC(=CC(=C1)Cl)Cl)Cl 3-chloro-5-((3,5-dichloro-phenylimino)meth-yl)phenyl isobutyrate